(S)-(4-(difluoromethyl)oxazol-5-yl)(4-(7-(trifluoromethoxy)benzo[d]oxazol-2-yl)-6,7-dihydro-1H-imidazo[4,5-c]pyridin-5(4H)-yl)methanone FC(C=1N=COC1C(=O)N1[C@@H](C2=C(CC1)NC=N2)C=2OC1=C(N2)C=CC=C1OC(F)(F)F)F